C(C=1C(=C(C(=CC1)CCCC)O)CCCC)C=1C(=C(C(=CC1)CCCC)O)CCCC methylenebis(2,6-dibutylphenol)